ClC=1C(=C(C=CC1Cl)O)C1CC2=NN=C(N2C1)C1CCN(CC1)C1CC1 3,4-dichloro-2-(3-(1-cyclopropylpiperidin-4-yl)-6,7-dihydro-5H-pyrrolo[2,1-c][1,2,4]triazol-6-yl)phenol